bromopentyne BrC#CCCC